4-(4-(3-(1-methyl-1H-indazol-6-yl)-1,4-dihydro-thieno[2',3':4,5]cyclopenta[1,2-c]pyrazol-6-yl)benzyl)-1,4-oxazepane CN1N=CC2=CC=C(C=C12)C=1C2=C(NN1)C1=C(C2)SC(=C1)C1=CC=C(CN2CCOCCC2)C=C1